FC(C)C 2-fluoropropan